C1=CC=CC=2C3=CC=CC=C3C(C12)COC(=O)N[C@@H](CCC(NC[C@@H]1O[C@@H]([C@H]([C@@H]([C@H]1O)O)O)CO)=O)C(=O)OCC1=CC=CC=C1 benzyl N2-(((9H-fluoren-9-yl) methoxy) carbonyl)-N5-(((2S,3R,4R,5S,6R)-3,4,5-trihydroxy-6-(hydroxymethyl) tetrahydro-2H-pyran-2-yl) methyl)-L-glutaminate